C(C)N([C@@H](CC(=O)O)C(N1CCCCC1)=O)C(=O)OCC1C2=CC=CC=C2C=2C=CC=CC12 (3S)-3-[ethyl-(9H-fluoren-9-ylmethoxycarbonyl)amino]-4-oxo-4-piperidin-1-ylbutanoic acid